1-(2-amino-5-fluorobenzo[d]thiazol-6-yl)-3-(4-chlorophenyl)-1-[2-(2-oxopyrrolidin-1-yl)ethyl]urea NC=1SC2=C(N1)C=C(C(=C2)N(C(=O)NC2=CC=C(C=C2)Cl)CCN2C(CCC2)=O)F